N=1N=CN(C1)CCOC=1C=CC(=C2C=C(N=CC12)NC1=NC(=NC=C1)N1[C@H]2[C@@H](CC1)COC2)C(C)C 8-(2-(4H-1,2,4-triazol-4-yl)ethoxy)-N-(2-((3aR,6aS)-hexahydro-1H-furo[3,4-b]pyrrol-1-yl)pyrimidin-4-yl)-5-isopropylisoquinolin-3-amine